FC1=C(C(=O)NC=2SC3=C(N2)C(=CC=C3)O)C(=CC(=C1)N1CCNCC1)F 2,6-difluoro-N-(4-hydroxybenzo[d]thiazol-2-yl)-4-(piperazin-1-yl)benzamide